FC1([C@@H](CN(C1)C1=NOC(C1)C1=C(C=C(C=C1)F)C1=C(C=CC=C1F)F)NS(=O)(=O)C)F N-{(3R)-4,4-difluoro-1-[5-(2',5,6'-trifluoro[1,1'-biphenyl]-2-yl)-4,5-dihydro-1,2-oxazol-3-yl]pyrrolidin-3-yl}methanesulfonamide